CC(C)[C@@H](C(=O)N(CC(=O)N[C@@H](CCCN=C(N)N)C(=O)N1CC2=CC=CC=C2C[C@H]1C(=O)N[C@@H](CC3=CC=CC=C3)C(=O)N)C4CCCCC4)NC(=O)C The molecule is a synthetic pentapeptide comprising N-acetyl-L-valine (Ac-Val), N-cyclohexylglycine (Chg), L-arginine (Arg), (2S)-1,2,3,4-tetrahydroisoquinoline-3-carboxylic acid (Tic)and L-phenylalaninamide (Phe-NH2) residues coupled in sequence.